P(O)(=O)(OP(=O)(O)OP(=O)(O)O)OC[C@@H]1[C@H]([C@H]([C@@H](O1)N1C(=O)N(C(=O)C=C1)CCC(C(=O)O)N)O)O 3-(3-amino-3-carboxypropyl)-uridine triphosphate